O=C1C=C(NC2=CC=C(C=C12)C(=O)OC(C)C)C1=CC=CC=C1 isopropyl 4-oxo-2-phenyl-1,4-dihydroquinoline-6-carboxylate